[K].C(C(=C)C)(=O)OCCC 3-propyl methacrylate potassium Salt